FC1=C(C=C(C=C1C)F)C1=CC(=CC=C1)C[C@@H]1C=2C(N(C=NC2CC[C@@H]1NS(=O)(=O)C)C(C)C)=O |r| rac-N-[(5R,6S)-5-[(2',5'-difluoro-3'-methyl[1,1'-biphenyl]-3-yl)methyl]-4-oxo-3-(propan-2-yl)-3,4,5,6,7,8-hexahydroquinazolin-6-yl]methanesulfonamide